[Cl-].C(CCC)[P+](CCCCCCCCO)(CCCC)CCCC tributyl-(8-hydroxyoctyl)phosphonium chloride